BrC1=C(N(C2=CC(=C(C=C2C1=O)F)C(C)(C)O)C)CBr 3-bromo-2-(bromomethyl)-6-fluoro-7-(2-hydroxypropan-2-yl)-1-methylquinolin-4(1H)-one